FC[C@@H](C)N (R)-1-fluoro-2-aminopropane